COC1=CC2=C(C=C1)NC=C2C[C@@H](C(=O)[O-])[NH3+] The molecule is a zwitterion obtained by transfer of a proton from the carboxy to the amino terminus of 5-methoxy-L-tryptophan; major species at pH 7.3. It is a tautomer of a 5-methoxytryptophan.